OCC1=CC=C2C(=N1)NC=C2C2=CC=1N(C=C2)N=CC1C(=O)NC1CCN(CC1)C 5-(6-(hydroxymethyl)-1H-pyrrolo[2,3-b]pyridin-3-yl)-N-(1-methylpiperidin-4-yl)pyrazolo[1,5-a]pyridine-3-carboxamide